NC1=C(C=C(C=N1)C1=CC=C(C=C1)C(=O)N1[C@H](CCC1)CN1CCCC1)OCC1=C(C(=CC=C1)F)C(F)(F)F {4-[6-amino-5-(3-fluoro-2-trifluoromethyl-benzyloxy)-pyridin-3-yl]-phenyl}-[(2R)-2-pyrrolidin-1-ylmethyl-pyrrolidin-1-yl]-methanone